tert-butyl (R)-3-(2-iodoethyl)pyrrolidine-1-carboxylate ICC[C@@H]1CN(CC1)C(=O)OC(C)(C)C